tert-butyl 4-(4-(4-chloro-6-(4-methoxyphenyl)pyrimidin-2-yl)phenyl)piperazine-1-carboxylate ClC1=NC(=NC(=C1)C1=CC=C(C=C1)OC)C1=CC=C(C=C1)N1CCN(CC1)C(=O)OC(C)(C)C